C=1(C(=CC=C2C=CC=CC12)S(=O)(=O)[O-])S(=O)(=O)[O-].[N+](=O)([O-])C1=C(C=CC=C1)N1C(=CC=C1)C=C\C=N\NC(=[NH2+])N.[N+](=O)([O-])C1=C(C=CC=C1)N1C(=CC=C1)C=C\C=N\NC(=[NH2+])N (E)-N-[1-(2-nitrophenyl)-1H-pyrrol-2-yl-allylideneamino]-guanidinium naphthalenedisulfonate